N-vinyl-cyclopentanecarboxamide C(=C)NC(=O)C1CCCC1